CN1CCC2(CC1)CC(C1=CC=C(C=C12)C1=CNC2=NC=C(C=C21)NC(C2=CC(=NC=C2)N2CCNCC2)=O)=O N-(3-(1'-methyl-3-oxo-2,3-dihydrospiro[indene-1,4'-piperidin]-6-yl)-1H-pyrrolo[2,3-b]pyridin-5-yl)-2-(piperazin-1-yl)isonicotinamide